FC(C1=C(C=CC(=C1)C(F)(F)F)C(O)C1=NN(C=C1)C1OCCCC1)(F)F (2,4-bis(trifluoromethyl)phenyl)(1-(tetrahydro-2H-pyran-2-yl)-1H-pyrazol-3-yl)methanol